FC1=C(C=CC(=C1)OC(F)(F)F)[C@@H](NC(=O)N1[C@@H](C(NCC1)=O)C)[C@@H]1C[C@H](C1)C(F)(F)F |o1:12| (2R)-N-((S or R)-(2-fluoro-4-(trifluoro-methoxy)phenyl)(trans-3-(trifluoro-methyl)-cyclobutyl)-methyl)-2-methyl-3-oxopiperazine-1-carboxamide